FC(CCN1N=CC=2C1=CN=C(C2)NC(OC(C)(C)C)=O)(F)F tert-butyl N-[1-(3,3,3-trifluoropropyl)pyrazolo[3,4-c]pyridin-5-yl]carbamate